ethyl 2,2-dimethyl-5-(2-chloropyrimidin-5-yl)-1,3-dioxolan-4-carboxylate CC1(OC(C(O1)C(=O)OCC)C=1C=NC(=NC1)Cl)C